Indole-3-carboxylic acid tert-butyl ester C(C)(C)(C)OC(=O)C1=CNC2=CC=CC=C12